3-(2-methyl-4-neopentylphenyl)propanal calcium acetyltaurate salt C(C)(=O)NCCS(=O)(=O)[O-].[Ca+2].CC1=C(C=CC(=C1)CC(C)(C)C)CCC=O.C(C)(=O)NCCS(=O)(=O)[O-]